COC1=C(C=C2C(=NC=NC2=C1)NC1=CC=CC2=CC=CC=C12)OC1CC(C1)NC(C=C)=O N-((1s,3s)-3-((7-methoxy-4-(naphthalen-1-ylamino)quinazolin-6-yl)oxy)cyclobutyl)acrylamide